6-(cyclopropanecarboxamido)-N-methyl-4-((1-methyl-1H-benzo[d]imidazol-2-yl)amino)pyridazine-3-carboxamide C1(CC1)C(=O)NC1=CC(=C(N=N1)C(=O)NC)NC1=NC2=C(N1C)C=CC=C2